(1-(4-aminophenyl)azetidin-3-yl)methanol NC1=CC=C(C=C1)N1CC(C1)CO